FC1=CC=C(C=C1)NC(=O)C1(CC1)C(=O)NC1=CC=C(C=C1)OC1=CC=NC2=CC(=CC=C12)C=1C=NN(C1)C1COC1 1-N'-(4-fluorophenyl)-1-N-[4-[7-[1-(oxetan-3-yl)pyrazol-4-yl]Quinolin-4-yl]Oxyphenyl]Cyclopropane-1,1-dicarboxamide